(4,7,8-trimethyl-6-oxo-5,6,7,8-tetrahydropteridin-2-yl)carbamic acid methyl ester COC(NC1=NC=2N(C(C(NC2C(=N1)C)=O)C)C)=O